[3-[3-[(2-aminothiazol-5-carbonyl)amino]pyrazol-1-yl]-7-oxo-1,6-diazabicyclo[3.2.1]oct-3-en-6-yl]-sulfat NC=1SC(=CN1)C(=O)NC1=NN(C=C1)C=1CN2C(N(C(C1)C2)OS(=O)(=O)[O-])=O